Cl\C(\C(F)(F)F)=C(\C(F)(F)F)/Cl Z-2,3-dichloro-1,1,1,4,4,4-hexafluoro-2-butene